Cl.Cl.NC1=CC=C(C(=N1)C)CNC([C@H](C)NC(=O)[C@@H]1NC[C@H](C1)CC1=CC(=CC2=CC=CC=C12)Cl)=O (2R,4S)-N-((S)-1-(((6-amino-2-methylpyridin-3-yl)methyl)amino)-1-oxopropan-2-yl)-4-((3-chloronaphthalen-1-yl)methyl)pyrrolidine-2-carboxamide dihydrochloride